C(C)(C)(C)OC(=O)N[C@H]1CC2(CC[C@@H]3N(C1=O)[C@@H](CC3)C(=O)O)CC2 (3'S,6'S,10a'S)-6'-((tert-butoxycarbonyl)amino)-5'-oxooctahydro-5'H-spiro[cyclopropane-1,8'-pyrrolo[1,2-a]azocine]-3'-carboxylic acid